(1R,4R)-N-(4-Methyl-3-(pyridin-2-yl)phenyl)-2,5-diazabicyclo[2.2.1]heptane-2-carboxamide hydrochloride Cl.CC1=C(C=C(C=C1)NC(=O)N1[C@H]2CN[C@@H](C1)C2)C2=NC=CC=C2